OC1=NC2=C(C(=CC=C2C(=N1)O)Br)F 2,4-dihydroxy-7-bromo-8-fluoro-quinazoline